1-(tert-butyl) 2-methyl (3S)-2-(2-(((tert-butyldimethylsilyl)oxy)methyl)allyl)-3-methoxypyrrolidine-1,2-dicarboxylate [Si](C)(C)(C(C)(C)C)OCC(CC1(N(CC[C@@H]1OC)C(=O)OC(C)(C)C)C(=O)OC)=C